CC1=C2COC(C2=CC=C1[C@H]1NCCN(C1)CC=1C(=NC(=CC1)N1C=NC(=C1)C)C)=O (R)-4-methyl-5-(4-((2-methyl-6-(4-methyl-1H-imidazol-1-yl)pyridin-3-yl)methyl)piperazin-2-yl)isobenzofuran-1(3H)-one